(R)-10-amino-2-cyclopropyl-7-methyl-1,2,3,4-tetrahydro-[1,4]thiazepino[2,3-c]quinolin-6(7H)-one 5,5-dioxide NC1=CC=2C3=C(C(N(C2C=C1)C)=O)S(CC[C@@H](N3)C3CC3)(=O)=O